(3R,4S)-3-cyclopropyl-4-methyl-1-[6-(1-methylindazol-7-yl)pyrrolo[1,2-b]pyridazin-4-yl]-2-oxopyrrolidine-3-carbonitrile C1(CC1)[C@]1(C(N(C[C@H]1C)C=1C=2N(N=CC1)C=C(C2)C=2C=CC=C1C=NN(C21)C)=O)C#N